2',6'-dimethoxy-5-methyl-4'-pentyl-2-(prop-1-en-2-yl)-1,1':3',1''-terphenyl COC1=C(C(=CC(=C1C1=CC=CC=C1)CCCCC)OC)C1=C(C=CC(=C1)C)C(=C)C